8-(4-chloro-2-fluoro-phenyl)-6-(2-cyclopropyl-7,8-dihydro-5H-pyrido[4,3-d]pyrimidin-6-yl)-2,3-dimethyl-pyrimido[5,4-d]pyrimidin-4-one ClC1=CC(=C(C=C1)C1=NC(=NC2=C1N=C(N(C2=O)C)C)N2CC1=C(N=C(N=C1)C1CC1)CC2)F